NCC=1C=C(C=CC1)C=1C=C(C2=C(C(=CO2)COC2=C(C=CC=C2)CC(=O)OCC)C1)C=1C=NC=CC1 ethyl 2-(2-((5-(3-(aminomethyl)phenyl)-7-(pyridin-3-yl)benzofuran-3-yl)methoxy)phenyl)acetate